C(#N)C1=CC=C(C=C1)C1CC2(CC(C2)NC(=O)C=2C=C3CN(C(C3=CC2)=O)C2C(NC(CC2)=O)=O)C1 N-(6-(4-cyanophenyl)spiro[3.3]heptan-2-yl)-2-(2,6-dioxopiperidin-3-yl)-1-oxoisoindoline-5-carboxamide